2-(4-(4-(7H-pyrrolo[2,3-d]pyrimidin-4-yl)-3,4-dihydro-2H-1,4-thiazin-6-yl)-1H-pyrazol-1-yl)ethan-1-ol N1=CN=C(C2=C1NC=C2)N2CCSC(=C2)C=2C=NN(C2)CCO